3-((phenylsulfonyl)methyl)-1-((2-(trimethylsilyl)ethoxy)methyl)-1H-pyrazole C1(=CC=CC=C1)S(=O)(=O)CC1=NN(C=C1)COCC[Si](C)(C)C